OC1=CC=C2[C@H]([C@H](OCC2=C1)C1=CC=CC=C1)C1=CC=C(C=C1)N1CCC(CC1)CN1CCN(CC1)C1=CC=C2C(=NN(C2=C1)C)C1C(NC(CC1)=O)=O 3-[6-[4-[[1-[4-[(3S,4R)-7-hydroxy-3-phenyl-isochroman-4-yl]phenyl]-4-piperidyl]methyl]piperazin-1-yl]-1-methyl-indazol-3-yl]piperidine-2,6-dione